2-(6-bromo-4-chloro-7-fluoro-2H-indazol-2-yl)-2-(6,7-dihydro-5H-pyrrolo[1,2-c]imidazol-1-yl)acetic acid ethyl ester C(C)OC(C(C1=C2N(C=N1)CCC2)N2N=C1C(=C(C=C(C1=C2)Cl)Br)F)=O